O(C1=CC=CC=C1)C1=C(C=CC=C1)C1=C(C2=C(C=CS2)S1)C1=C(C(=CC2=NSN=C21)OC2=CC=CC=C2)OC2=CC=CC=C2 dl-2-(2-phenoxyphenyl)thienothienyl-5,6-diphenoxy-2,1,3-benzothiadiazole